S1C(=CC=C1)C=1SC=2C=3SC=CC3SC2C1 4-thiophen-2-yl-3,7,11-trithiatricyclo[6.3.0.02,6]undeca-1(8),2(6),4,9-tetraene